Methyl 3,6-anhydro-2-O-methyl-5-O-(methylsulfonyl)-α-L-glucofuranoside CO[C@@H]1[C@H](OC)O[C@@H]2[C@H]1OC[C@@H]2OS(=O)(=O)C